5-methyl-1-phenyl-N-(quinolin-2-yl)-1H-pyrazole-4-carboxamide CC1=C(C=NN1C1=CC=CC=C1)C(=O)NC1=NC2=CC=CC=C2C=C1